FC1=C(N=C2N(C1=O)CC[C@H](N2CC2=NC=C(C=C2)F)C(F)(F)F)N2[C@@H](COCC2)C (S)-3-Fluoro-9-(5-fluoropyridin-2-yl-methyl)-2-((R)-3-methylmorpholin-4-yl)-8-trifluoromethyl-6,7,8,9-tetrahydro-pyrimido[1,2-a]-pyrimidin-4-one